pentaerythritol-bis[3-(3-tert-butyl-4-hydroxyphenyl) propionate] C(C)(C)(C)C=1C=C(C=CC1O)CCC(=O)OCC(COC(CCC1=CC(=C(C=C1)O)C(C)(C)C)=O)(CO)CO